C1(CCCCC1)C=1C=C(C=CC1O[C@@H]1CNCC1)C(=O)N1CCC(CC1)OC1=CC(=CC(=C1)N1C[C@@H]2CNC[C@@H]2C1)F (S)-(3-cyclohexyl-4-(((S)-pyrrolidin-3-yl)oxy)phenyl)(4-(3-fluoro-5-((3aR,6aS)-hexahydropyrrolo[3,4-c]pyrrol-2(1H)-yl)phenoxy)piperidin-1-yl)methanone